2,4-dimethylpentan-3-ylpropionate CC(C)C(C(C)C)OC(CC)=O